(R)-N-((3S,4S)-8-(3-bromo-4-cyano-1H-pyrazolo[3,4-d]pyrimidin-6-yl)-3-methyl-2-Oxa-8-azaspiro[4.5]dec-4-yl)-2-methylpropane-2-sulfinamide BrC1=NNC2=NC(=NC(=C21)C#N)N2CCC1([C@@H]([C@@H](OC1)C)N[S@](=O)C(C)(C)C)CC2